tert-butyl (2R,5S)-2-ethyl-4-(8-(hydroxymethyl)-3,9-dimethyl-2-oxo-3,9-dihydro-2H-purin-6-yl)-5-methylpiperazine-1-carboxylate C(C)[C@H]1N(C[C@@H](N(C1)C=1C=2N=C(N(C2N(C(N1)=O)C)C)CO)C)C(=O)OC(C)(C)C